methyl-3-pentylimidazolium bromide [Br-].CC=1NC=C[N+]1CCCCC